(1R,2S)-2-[3-({4-[2-(3-chlorophenyl)ethoxy]-2,6-dimethylbenzoyl}amino)-4-(trifluoromethyl)phenyl]Cyclopropane ClC=1C=C(C=CC1)CCOC1=CC(=C(C(=O)NC=2C=C(C=CC2C(F)(F)F)C2CC2)C(=C1)C)C